5-(3-(3-(1,7-diazaspiro[4.4]nonan-7-yl)-1H-pyrazol-5-yl)-2-fluoro-6-hydroxyphenyl)-1,2,5-thiadiazolidin-3-one 1,1-dioxide N1CCCC12CN(CC2)C2=NNC(=C2)C=2C(=C(C(=CC2)O)N2CC(NS2(=O)=O)=O)F